3-((4-(1H-indol-3-yl)-5-(trifluoromethyl)pyrimidin-2-yl)amino)pyrrolidin N1C=C(C2=CC=CC=C12)C1=NC(=NC=C1C(F)(F)F)NC1CNCC1